5-chloro-7-methoxy-1,2,3,4-tetrahydroisoquinoline ClC1=C2CCNCC2=CC(=C1)OC